FC=1C=C2C(=CN(C(C2=CC1F)=O)C)[C@@H](C)N(C(=O)C=1C=C2C(=CC=CN2C1)F)C (R)-N-(1-(6,7-difluoro-2-methyl-1-oxo-1,2-dihydroisoquinolin-4-yl)ethyl)-8-fluoro-N-methylindolizine-2-carboxamide